ClC1=C(C=C(C=2C3=C(NC12)CCN([C@@H]3C)C(=O)C3=NC=C(C=N3)OC)C(F)F)Cl (R)-(6,7-dichloro-9-(difluoromethyl)-1-methyl-1,3,4,5-tetrahydro-2H-pyrido[4,3-b]indol-2-yl)(5-methoxypyrimidin-2-yl)methanone